C1(CC1)C=1C(=CC(N2[C@@H](CSC12)C(=O)O)=O)CC1=CC=C(C2=CC=CC=C12)C (3R)-7-Cyclopropyl-6-[(4-methyl-1-naphthyl)methyl]-4-oxo-1-thia-3a-aza-3-indancarboxylic acid